ClC1=CC2=C(N(C(N2C2CC2)=O)C2=NC(=NC=C2)NC=2C(=CC(=C(C2)NC(C=C)=O)N(C)CCN(C)C)OC)C=C1 N-(5-((4-(5-chloro-3-cyclopropyl-2-oxo-2,3-dihydro-1H-benzo[d]imidazol-1-yl)pyrimidin-2-yl)amino)-2-((2-(dimethylamino)ethyl)(methyl)amino)-4-methoxyphenyl)acrylamide